2-((2S,3R)-3-((tert-butyldimethylsilyl)oxy)-2-(cyclopentyloxy)-3-(3,5-dimethoxy-4-methylphenyl)propyl)-1H-benzo[d]imidazole-5-carboxylic acid [Si](C)(C)(C(C)(C)C)O[C@@H]([C@H](CC1=NC2=C(N1)C=CC(=C2)C(=O)O)OC2CCCC2)C2=CC(=C(C(=C2)OC)C)OC